CN1C([C@@H]2N(C3=C1C=C(C=N3)C(F)(F)F)CCN(C2)C(=O)OC(C)(C)C)=O t-butyl (R)-5-methyl-6-oxo-3-(trifluoromethyl)-5,6,6a,7,9,10-hexahydro-8H-pyrazino[1,2-a]pyrido[3,2-e]pyrazin-8-carboxylate